[3-Fluoro-4-[3-[[(3S)-9-fluoro-2-oxo-5-phenyl-1,3-dihydro-1,4-benzodiazepin-3-yl]carbamoyl]pyrazolo[1,5-a]pyrimidin-2-yl]phenyl]methyl dihydrogen phosphate P(=O)(OCC1=CC(=C(C=C1)C1=NN2C(N=CC=C2)=C1C(N[C@@H]1C(NC2=C(C(=N1)C1=CC=CC=C1)C=CC=C2F)=O)=O)F)(O)O